(S)-1-(3-chloro-2-fluorophenyl)ethanamine ClC=1C(=C(C=CC1)[C@H](C)N)F